COC(C1=C(C(=NC=C1C=1C=NN(C1C)CC12CC3CC(CC(C1)C3)C2)NC=2C=NC(=CC2)NC=2SC3=C(N2)C=CC=C3)O)=O 5-(1-(adamantan-1-ylmethyl)-5-methyl-1H-pyrazol-4-yl)-2-((6-(benzo[d]thiazol-2-ylamino)pyridin-3-yl)amino)-3-hydroxyisonicotinic acid methyl ester